NC1=CC=C2CCCNC2=C1 7-amino-1,2,3,4-tetrahydroquinoline